1-Hexyl-1H-pyrazole C(CCCCC)N1N=CC=C1